4-pentylbicyclo[2.2.2]octane-1-carboxylic acid C(CCCC)C12CCC(CC1)(CC2)C(=O)O